FC(C)(F)C1=NC(=CC(=N1)N1CC2(C=3C=NC(=CC31)NC(C)=O)CC2)NC2CSC2 N-(1'-(2-(1,1-difluoroethyl)-6-(thietan-3-ylamino)pyrimidin-4-yl)-1',2'-dihydrospiro[cyclopropane-1,3'-pyrrolo[3,2-c]pyridin]-6'-yl)acetamide